methyl (1S,3S)-3-((6-(5-chloro-3-(((((R)-1-cyclopropylethyl)(methyl)carbamoyl)oxy)methyl)thiophen-2-yl)-2-methylpyridin-3-yl)oxy)cyclohexane-1-carboxylate ClC1=CC(=C(S1)C1=CC=C(C(=N1)C)O[C@@H]1C[C@H](CCC1)C(=O)OC)COC(N(C)[C@H](C)C1CC1)=O